2,6-dibromofluorenone C1=CC2=C(C=C1Br)C3=CC=C(C(=O)C3=C2)Br